ClC1=C(C=CC=C1)C1=CC=2NC(N(C(C2S1)=O)C=1C=NC=CC1N1CCN(CC1)C1COC1)=O 6-(2-chlorophenyl)-3-(4-(4-(oxetan-3-yl)piperazin-1-yl)pyridin-3-yl)thieno[3,2-d]pyrimidine-2,4(1H,3H)-dione